Methyl N-[1-[2-[6-[3-(difluoromethyl)-4-fluoro-phenyl]pyrazolo[4,3-b]pyridin-1-yl]acetyl]azetidin-3-yl]carbamate FC(C=1C=C(C=CC1F)C=1C=C2C(=NC1)C=NN2CC(=O)N2CC(C2)NC(OC)=O)F